CC1=NC=NC=C1C 4,5-dimethylpyrimidin